C1(CC1)C1=C(C(=NC=C1N=C(C1=CC=CC=C1)C1=CC=CC=C1)C(=O)NC)C(F)F cyclopropyl-3-(difluoromethyl)-5-((diphenylmethylene)amino)-N-methylpyridineamide